N-(heneicosanoyl)-4R-hydroxysphinganine C(CCCCCCCCCCCCCCCCCCCC)(=O)N[C@H](CO)[C@H](O)C(CCCCCCCCCCCCCC)O